(S)-quinuclidin-3-yl (2,2-dimethyl-5-(4-(2,2,2-trifluoroethoxy)phenyl)-2,3-dihydro-1H-inden-1-yl)carbamate CC1(C(C2=CC=C(C=C2C1)C1=CC=C(C=C1)OCC(F)(F)F)NC(O[C@@H]1CN2CCC1CC2)=O)C